CC(CC1=NN=C(O1)C12CC(C1)(C2)C(=O)C2CN(C2)C(=O)N2C[C@H](CC2)C(=O)N)(C)C (3S)-1-[3-[3-[5-(2,2-dimethylpropyl)-1,3,4-oxadiazol-2-yl]-1-bicyclo[1.1.1]pentanoyl]azetidine-1-carbonyl]pyrrolidine-3-carboxamide